C(C1=CC=CC=C1)N1CCN(CC1)C([C@@H](CC1=CC=C(CNC([C@H](C2CC3=CC=CC=C3C2)NC(OC(C)(C)C)=O)=O)C=C1)NC(CC)=O)=O Tert-butyl ((S)-2-((4-((R)-3-(4-benzylpiperazin-1-yl)-3-oxo-2-propionamidopropyl)benzyl)amino)-1-(2,3-dihydro-1H-inden-2-yl)-2-oxoethyl)carbamate